FC(=CC1=C(C=CC=C1F)F)F 2-(2,2-difluorovinyl)-1,3-difluorobenzene